FC(C1=CC=C(CN2C=CC=3C2=NC=C(C3)C3=CC=CC(=N3)[C@@H](CO)O)C=C1)(F)F (S)-1-(6-(1-(4-(trifluoromethyl)benzyl)-1H-pyrrolo[2,3-b]pyridin-5-yl)pyridin-2-yl)ethane-1,2-diol